FC(C(=O)O)(F)F.NC1=C(N=CC(=N1)N1CCC2([C@@H](C=3N(N=CC3Cl)C2)N)CC1)SC1=C(C(=NC=C1)N)Cl (S)-1-(6-amino-5-((2-amino-3-chloropyridin-4-yl)thio)pyrazin-2-yl)-3'-chloro-4'H,6'H-spiro[piperidine-4,5'-pyrrolo[1,2-b]pyrazol]-4'-amine (trifluoroacetate)